N-(tetrahydro-2H-pyran-4-yl)-benzamide O1CCC(CC1)NC(C1=CC=CC=C1)=O